naphthalene-1,6-diamine C1(=CC=CC2=CC(=CC=C12)N)N